3-fluoro-Piperidine-1-carboxylic acid tert-butyl ester C(C)(C)(C)OC(=O)N1CC(CCC1)F